COC=1C=C(C=CC1OC)C1=C(NC2=CN=C(C=C21)C2CCN(CC2)C(CN2CCCCC2)=O)C 1-(4-(3-(3,4-dimethoxyphenyl)-2-methyl-1H-pyrrolo[2,3-c]pyridin-5-yl)piperidin-1-yl)-2-(piperidin-1-yl)ethan-1-one